O1C(COCC1)COC=1C=NC=CC1CNC1=C(C(NCC1)=O)C(NC1=C(C(=CC=C1)F)CC)=S 4-{[(3-{[1,4-dioxan-2-yl]methoxy}pyridin-4-yl)methyl]amino}-N-(2-ethyl-3-fluorophenyl)-2-oxo-1,2,5,6-tetrahydropyridine-3-carbothioamide